2-(2-chlorophenyl)-N-(3-fluoro-5-sulfamoylisoquinolin-7-yl)acetamide ClC1=C(C=CC=C1)CC(=O)NC1=CC(=C2C=C(N=CC2=C1)F)S(N)(=O)=O